(ethylenebis-p-phenylene)bis(maleimide) C(CC1=CC=C(C=C1)C=1C(=O)NC(C1)=O)C1=CC=C(C=C1)C=1C(=O)NC(C1)=O